7-[1-(1H-imidazol-4-yl)ethyl]-5-fluoro-2,3-dihydro-1H-indene-1-ol N1C=NC(=C1)C(C)C=1C=C(C=C2CCC(C12)O)F